butyl propoxyacrylate C(CC)OC(C(=O)OCCCC)=C